O[C@@](CCC)([2H])C1=CC(=C(C=N1)N1C=C2C=CC(=NC2=C2C1=NC=N2)NC(C)=O)C (R)-N-(4-(6-(1-hydroxybutyl-1-d)-4-methylpyridin-3-yl)imidazo[1,6]naphthyridin-8-yl)acetamide